[Cu].[Bi].[Al].NCC1(CCN(CC1)C(=O)C1=C(C=C(C=C1)NC=1C=2N(C=CN1)C(=CN2)C2=CC(=C(C=C2)OC)F)C)O [4-(aminomethyl)-4-hydroxypiperidin-1-yl]-[4-[[3-(3-fluoro-4-methoxyphenyl)imidazo[1,2-a]pyrazin-8-yl]amino]-2-methylphenyl]methanone aluminum bismuth copper